CC=1C=C2C(=NC1)NC=C2C=O 5-METHYL-1H-PYRROLO[2,3-B]PYRIDINE-3-CARBALDEHYDE